1-(5-(4-((2-fluoro-5-methyl-4-((1-methyl-1H-benzo[d]imidazol-5-yl)oxy)phenyl)amino)pyrido[3,2-d]pyrimidin-6-yl)hexahydrocyclopenta[b]pyrrol-1(2H)-yl)prop-2-en-1-one FC1=C(C=C(C(=C1)OC1=CC2=C(N(C=N2)C)C=C1)C)NC=1C2=C(N=CN1)C=CC(=N2)C2CC1C(N(CC1)C(C=C)=O)C2